C(C)C(=O)O.ClCC(C)Cl 1,2-dichloropropane (ethyl formate)